C1=CC=CC2=CC3=CC=CC=C3C(=C12)C(SC1=CC=C(C=C1)C)=O S-(p-tolyl) anthracene-9-carbothioate